methyl 6-((5-(4-(trifluoromethyl)phenyl)oxazol-2-yl)amino)pyridazine-3-carboxylate FC(C1=CC=C(C=C1)C1=CN=C(O1)NC1=CC=C(N=N1)C(=O)OC)(F)F